4-chloro-6-iodoquinazoline ClC1=NC=NC2=CC=C(C=C12)I